C(C)C=1C=C2C=CC=NC2=C(C1)C(=O)N 6-ethylquinoline-8-carboxamide